COC=1C=C2CCN(C(C2=CC1N)C)C 6-methoxy-1,2-dimethyl-1,2,3,4-tetrahydroisoquinolin-7-amine